6-(4-(7-fluoro-2-methyl-2H-indazol-4-yl)-2-methylbenzyl)-6,7-dihydro-5H-pyrrolo[3,4-b]pyridin-5-one-7,7-d2 FC1=CC=C(C2=CN(N=C12)C)C1=CC(=C(CN2C(C3=NC=CC=C3C2=O)([2H])[2H])C=C1)C